C(C1=CC=CC=C1)(=O)OCC(CCCCCC)(CCCC)O benzoic acid, 2-hydroxy-2-butyloctyl ester